2,5-di(methoxyformyl)benzoic acid COC(=O)C1=C(C(=O)O)C=C(C=C1)C(=O)OC